ClC1=NC=CC2=C1C=NN2COCC[Si](C)(C)C 4-chloro-1-((2-(trimethylsilyl)ethoxy)methyl)-1H-pyrazolo(4,3-c)pyridine